C(C)(C)C1=C(C=CC=C1)C=1N=C(C2=C(N1)C=CC(N2)=O)NCC2=CC=C(C=C2)C=2N(C=C(N2)C(F)(F)F)C 2-(2-isopropylphenyl)-4-(4-(1-methyl-4-(trifluoromethyl)-1H-imidazol-2-yl)benzylamino)pyrido[3,2-d]pyrimidin-6(5H)-one